((2R,4R)-4-Methyl-5-oxopyrrolidin-2-yl)methyl 4-methylbenzenesulfonate CC1=CC=C(C=C1)S(=O)(=O)OC[C@@H]1NC([C@@H](C1)C)=O